C(C1=CC=CC=C1)OC=1C=C2C(=NC=NC2=CC1C=1C=NN(C1)C)C=1C(=NN(C1)CC(F)F)C1=CC=CC=C1 6-(benzyloxy)-4-(1-(2,2-difluoroethyl)-3-phenyl-1H-pyrazol-4-yl)-7-(1-methyl-1H-pyrazol-4-yl)quinazoline